tetramethyl-heptanediamine CC(C(C(N)(N)C)(C)C)CCCC